((indol-6-yl)imino)-4-(4-bromophenyl)thiazole N1C=CC2=CC=C(C=C12)N=S1C=NC(=C1)C1=CC=C(C=C1)Br